C1(CC1)C1=NN(C=C1C1=C2C=CC=NC2=CC=N1)[C@@H]1C[C@H](C1)CNC=1C=C2C(N(C(C2=CC1)=O)C1C(NC(CC1)=O)=O)=O 5-(((trans-3-(3-cyclopropyl-4-(1,6-naphthyridin-5-yl)-1H-pyrazol-1-yl)cyclobutyl)methyl)amino)-2-(2,6-dioxopiperidin-3-yl)isoindoline-1,3-dione